O1C=C(C=C1)C1=CC2=C(N=C(S2)N)C=C1 6-(3-furyl)-1,3-benzothiazol-2-amine